OC(C(=O)O)C(CC(=O)C1=CC=CC=C1)NC(C)=O 2-hydroxy-3-acetylamino-4-phenylcarbonyl-butyric acid